C(#N)C=1C=C(C=CC1)NC(=O)NC(C(=O)O)(CC)CC 2-{[(3-cyanophenyl)carbamoyl]amino}-2-ethylbutanoic acid